sodium 4-acetylphenolate C(C)(=O)C1=CC=C(C=C1)[O-].[Na+]